CN([C@H]([C@H](C)NC1=NN2C(C3=CC=CC=C13)=NN=C2C)C2=CC=C(C=C2)CO)C (4-((1S,2S)-1-(dimethylamino)-2-((3-methyl-[1,2,4]triazolo[3,4-a]phthalazin-6-yl)amino)propyl)phenyl)methanol